NC1=CC=C(C=N1)N1C[C@H](CCC1)N(CC1=CC(=NC=C1)C)CC1=CN2C3=C(C(=C(C=C3C1=O)F)F)OCC2C 6-((((S)-1-(6-aminopyridin-3-yl)piperidin-3-yl)((2-methylpyridin-4-yl)methyl)amino)methyl)-9,10-difluoro-3-methyl-2H-[1,4]oxazino[2,3,4-ij]quinolin-7(3H)-one